(5RS)-2-(3-Chlorobenzyl)-5-(pyrrolidin-1-ylcarbonyl)-5,6,7,8-tetrahydro[1,2,4]triazolo[4,3-a]pyridine-3(2H)-on ClC=1C=C(CN2N=C3N([C@H](CCC3)C(=O)N3CCCC3)C2=O)C=CC1 |r|